3-hydroxytetradecanoat OC(CC(=O)[O-])CCCCCCCCCCC